FC=1C=C(C=CC1)N1C(OC(C1)CO)=O 3-(3-fluoro-phenyl)-5-hydroxymethyl-oxazolidin-2-one